C\C=C\C1=C(C=CC=C1)Br (E)-beta-methyl-o-bromostyrene